ClC1=CC(=C(S1)C1=NN=NN1)C(F)F 5-(5-chloro-3-difluoromethylthiophene-2-yl)-1H-tetrazole